3-methyl-5-(1,8-naphthyridin-2-yl)-2H-pyrrole-2,4(3H)-dione CC1C(N=C(C1=O)C1=NC2=NC=CC=C2C=C1)=O